C(C)C=1C=CC=C2C(=NN(C12)C=1C=CC(=NC1)N1CCC(CC1)C(=O)O)C=1C2=CN(N=C2C=CC1)C 1-(5-{7-ethyl-2'-methyl-1H,2'H-[3,4'-biindazol]-1-yl}pyridin-2-yl)piperidine-4-carboxylic acid